2-(5-Chloro-2-(trifluoromethyl)phenyl)-N-(5-(1-(6-(2-(pyridin-2-yl)acetamido)pyridazin-3-yl)piperidin-4-yl)-1,3,4-thiadiazol-2-yl)acetamide ClC=1C=CC(=C(C1)CC(=O)NC=1SC(=NN1)C1CCN(CC1)C=1N=NC(=CC1)NC(CC1=NC=CC=C1)=O)C(F)(F)F